ClC1=CC=C(C=C1)C=1N=C2N(C=CC=C2)C1CN1CC2C(C1)CN(C2)C(=O)C2CCCCC2 [5-{[2-(4-Chlorophenyl)imidazo[1,2-a]pyridin-3-yl]methyl}hexahydropyrrolo[3,4-c]pyrrol-2(1H)-yl](cyclohexyl)methanone